(1-((5-((4-(3-((2-((1S)-1-((tetrahydro-2H-pyran-2-yl)oxy)ethyl)-1H-imidazol-1-yl)methyl)isoxazol-5-yl)phenyl)ethynyl)pyridin-2-yl)methyl)azetidin-3-yl)methanol O1C(CCCC1)O[C@@H](C)C=1N(C=CN1)CC1=NOC(=C1)C1=CC=C(C=C1)C#CC=1C=CC(=NC1)CN1CC(C1)CO